Benzyl-3-oxocyclobutane-1-carboxylate C(C1=CC=CC=C1)OC(=O)C1CC(C1)=O